C(C)OC=1C(=CC=2C(=C3C(=NC2C1)CCC3)NC3CCN(CC3)CCOC)OC N-{6-ethoxy-7-methoxy-1H,2H,3H-cyclopenta[b]quinolin-9-yl}-1-(2-methoxyethyl)piperidin-4-amine